3-(2-(ethylsulfonyl)phenyl)-5-methyl-pyrazol-4-ol C(C)S(=O)(=O)C1=C(C=CC=C1)C1=NNC(=C1O)C